(3-chlorobutyl)benzene ClC(CCC1=CC=CC=C1)C